C(#N)[C@@]1(O[C@H]([C@@H]2OC(O[C@@H]21)(C)C)C2=CC=C1C(=NC=NN12)NC(C(C)C)=O)COC(C)=O.CN(CCC1=CC=C(C(=O)N)C=C1)C 4-(2-(dimethylamino)ethyl)benzamide ((3aS,4R,6S,6aS)-4-cyano-6-(4-isobutyramidopyrrolo[2,1-f][1,2,4]triazin-7-yl)-2,2-dimethyltetrahydrofuro[3,4-d][1,3]dioxol-4-yl)methyl-acetate